C(CCCCCCCCC)N(CCCCCCCCCC)C(C(=O)[O-])CC didecylaminobutanoate